NCC1CN(CC1C(C1=C(C(=CC=C1)F)Cl)=O)C(=O)OCC1C2=CC=CC=C2C=2C=CC=CC12 (9H-Fluoren-9-yl)methyl 3-(aminomethyl)-4-(2-chloro-3-fluorobenzoyl)pyrrolidine-1-carboxylate